4-(6-(2,5-dioxo-2,5-dihydro-1H-pyrrol-1-yl)hexanoylamino)-5-oxo-n-pentanoic acid O=C1N(C(C=C1)=O)CCCCCC(=O)NC(CCC(=O)O)C=O